o-bromo(1-methylbutyl)benzene BrC1=C(C=CC=C1)C(CCC)C